CN(C1=NC(=NC(=N1)NCCC)NCCC)OCC=1SC=CC1 6-(methyl-(thien-2-ylmethoxy)amino)-N2,N4-dipropyl-1,3,5-triazine-2,4-diamine